FC(OC=1C=C2C(=CC1)N(C(C21CCN(CC1)C(=O)OC(C)(C)C)=O)COCC[Si](C)(C)C)F tert-butyl 5-(difluoromethoxy)-2-oxo-1-{[2-(trimethylsilyl)ethoxy]methyl}-1,2-dihydrospiro[indole-3,4'-piperidine]-1'-carboxylate